ClC=1C(=NC(=NC1)NC=1C=NN(C1)CCN(C)C)NC1=C(C#N)C(=CC=C1)OCC1=C(C=CC=C1)F 2-((5-chloro-2-((1-(2-(dimethylamino)ethyl)-1H-pyrazol-4-yl)amino)pyrimidin-4-yl)amino)-6-((2-fluorobenzyl)oxy)benzonitrile